triphenylsulfonium 1,1-difluoro-2-hydroxyethanesulfonate FC(CO)(S(=O)(=O)[O-])F.C1(=CC=CC=C1)[S+](C1=CC=CC=C1)C1=CC=CC=C1